CC1=CC=CC(=N1)C=1O[C@H]([C@H](N1)C1=CC=CC=C1)C1=CC=CC=C1 (4R,5S)-2-(6-methylpyridin-2-yl)-4,5-diphenyl-4,5-dihydrooxazole